4-(phenyl-(2H-tetrazol-5-yl)methyl)piperazine-1-carboxylic acid tert-butyl ester C(C)(C)(C)OC(=O)N1CCN(CC1)C(C=1N=NNN1)C1=CC=CC=C1